[Na+].P(=O)([O-])([O-])OC[C@@H]1[C@H](C[C@@H](O1)N1C=NC=2C(O)=NC=NC12)O.[Na+] 2'-Deoxyinosine 5'-monophosphate sodium salt